((7R,9R)-9-(4-aminopyrrolo[2,1-f][1,2,4]triazin-7-yl)-9-cyano-2,5-dioxooctahydrofuro[3,4-b][1,4]dioxocin-7-yl)methyl isopropyl carbonate C(OC[C@H]1O[C@@](C2OC(CCC(OC21)=O)=O)(C#N)C2=CC=C1C(=NC=NN12)N)(OC(C)C)=O